2-[6-(4-fluoro-2-methanesulfonyl-benzyl)-2-azaspiro[3.3]heptane-2-carbonyl]-2,5-diazaspiro[3.4]octan-6-one FC1=CC(=C(CC2CC3(CN(C3)C(=O)N3CC4(C3)NC(CC4)=O)C2)C=C1)S(=O)(=O)C